BrC1=C(C2=C(NC(=N2)[C@@H](NC(=O)C=2N(N=CC2)C)C2CCC(CC2)C)C=C1)F N-[(S)-(5-bromo-4-fluoro-1H-benzimidazol-2-yl)(4-methylcyclohexyl)methyl]-2-methyl-pyrazole-3-carboxamide